N,N-diethyl-4-phenyl-2,2-difluoro-3-butenamide C(C)N(C(C(C=CC1=CC=CC=C1)(F)F)=O)CC